N,N-dimethylaminocyclohexane CN(C)C1CCCCC1